1-cyclopropyl-6-isopropyl-N-(1-(3,4,5-trimethoxyphenyl)-1H-imidazol-4-yl)-1H-pyrazolo[3,4-d]pyrimidin-4-amine C1(CC1)N1N=CC=2C1=NC(=NC2NC=2N=CN(C2)C2=CC(=C(C(=C2)OC)OC)OC)C(C)C